F[C@H]1CC2=C(C3=C(N=C4N([C@@H]5[C@H](C(N(C4)C)=O)CN(C5)C)C3=O)S2)CC1 (3aR,10R,14aR)-10-Fluoro-2,5-dimethyl-2,3,3a,5,6,9,10,11,12,14a-decahydro-1H-benzo[4',5']thieno[2',3':4,5]pyrimido[1,2-a]pyrrolo[3,4-f][1,4]diazepine-4,13-dione